potassium [(5-chloro-2-methoxyphenyl)sulfonyl][(8S,9aS)-8-hydroxy-7-oxo-8,9,9a,10-tetrahydro-5H,7H-pyrido[3,2-f]pyrrolo[2,1-c][1,4]oxazepin-3-yl]azanide ClC=1C=CC(=C(C1)S(=O)(=O)[N-]C1=CC=2CN3[C@H](COC2N=C1)C[C@@H](C3=O)O)OC.[K+]